ClC=1C=C2C=NNC2=CC1COC=1N=CSC1 4-((5-chloro-1H-indazol-6-yl)methoxy)thiazole